N-(5-(2-aminophenyl)thiazol-2-yl)-1-cyanopyrrolidine-3-carboxamide NC1=C(C=CC=C1)C1=CN=C(S1)NC(=O)C1CN(CC1)C#N